ClC=1C=C(C=CC1Cl)C=1N=C(SC1SC(C)C)N1N=C(C(=C1C(=O)O)C=1C=CC=C2C=CNC12)C 1-(4-(3,4-dichlorophenyl)-5-(isopropylthio)thiazol-2-yl)-4-(1H-indol-7-yl)-3-methyl-1H-pyrazole-5-carboxylic acid